OC=1C=C(C=CC1C=1N=NC(=CC1)S[C@@H]1C[C@]2(CC[C@@H](C1)N2)C)/C=C/C(=O)NC (E)-3-(3-hydroxy-4-(6-(((1R,3S,5S)-1-methyl-8-azabicyclo[3.2.1]octan-3-yl)thio)pyridazin-3-yl)phenyl)-N-methylacrylamide